BrC=1C(=NC=NC1OCC)OCC 5-bromo-4,6-diethoxy-pyrimidine